CN1N=CC=C1C=O (1-methyl-1H-pyrazol-5-yl)methanone